8-propenoyl-4-chloro-3-(2-fluorophenyl)-1-(4-(2-methoxyethyl)-3,3-dimethylpiperazin-1-yl)-6,6a,7,8,9,10-hexahydro-12H-pyrazino[2,1-c]pyrido[3,4-f][1,4]oxazepin-12-one C(C=C)(=O)N1CC2COC3=C(C(N2CC1)=O)C(=NC(=C3Cl)C3=C(C=CC=C3)F)N3CC(N(CC3)CCOC)(C)C